C1=CC(=S)N=C1 azolethione